2-(4-Bromophenyl)-2-methylpropionic acid methyl ester COC(C(C)(C)C1=CC=C(C=C1)Br)=O